2-amino-7-((2-fluorophenyl)methyl)-4-(furan-2-yl)-6-methyl-5H,6H,7H-pyrrolo[3,4-d]pyrimidine-5-one NC=1N=C(C2=C(N1)C(N(C2=O)C)CC2=C(C=CC=C2)F)C=2OC=CC2